ClC=1C=C(C=C2C(C(=C(OC12)C1=CC=C(OCCOC2CC(C2)C(=O)O)C=C1)OC(F)(F)F)=O)F 3-[2-[4-[8-chloro-6-fluoro-4-oxo-3-(trifluoromethoxy)chromen-2-yl]phenoxy]ethoxy]-cyclobutanecarboxylic acid